NC1=C(C=C(C=C1)C(C#N)C)F 2-(4-amino-3-fluorophenyl)propionitrile